C1=CC=C(C=C1)C2=CC=C(C=C2)N(C3=CC=C(C=C3)C4=CC=CC=C4)C5=CC=C(C=C5)Br 4-bromo-4',4''-diphenyltriphenylamine